ClC=1C=C2C3=C(NC2=CC1)[C@@H](N(CC3)C3=NC=CC(=N3)C(F)(F)F)CCC(C)OC (1S)-6-chloro-1-(3-methoxybutyl)-2-[4-(trifluoromethyl)pyrimidin-2-yl]-2,3,4,9-tetrahydro-1H-pyrido[3,4-b]indole